[Si](O)(O)(O)C#N.C(CCC)OC=C(C(=O)N)C butoxymethacrylamide cyanosilicate